4-(tetramethyl-1,3,2-dioxaborolan-2-yl)butyric acid CC1(C(OB(O1)CCCC(=O)O)(C)C)C